3-Sulfydrylpropan-1-ol SCCCO